(S)-4-(((S)-3-fluoro-2-methoxypropyl)(4-(5,6,7,8-tetrahydro-1,8-naphthyridin-2-yl)butyl)amino)-2-(2-methyl-2-(5-(trifluoromethyl)pyridin-3-yl)propanamido)butanoic acid FC[C@H](CN(CC[C@@H](C(=O)O)NC(C(C)(C=1C=NC=C(C1)C(F)(F)F)C)=O)CCCCC1=NC=2NCCCC2C=C1)OC